CC=1C=CC(=NC1)C1CC=NN1C(=O)C12CC(C1)(C2)CN2N=CC=C2 1-((3-(5-(5-methylpyridin-2-yl)-4,5-dihydro-1H-pyrazole-1-carbonyl)bicyclo[1.1.1]-pentan-1-yl)methyl)-1H-pyrazole